N-[(1R)-1-[6-(4-methylpiperazin-1-yl)pyridin-2-yl]ethyl]propionamide CN1CCN(CC1)C1=CC=CC(=N1)[C@@H](C)NC(CC)=O